FC1=CC=C(C=C1)C(C#CC1=CC=CC=C1)(CCC=C)O 3-(4-fluorophenyl)-1-phenylhept-6-en-1-yn-3-ol